O=C1NC(C2=C(N1)N=C(S2)CN2CCN(CC2)C=2C=CC(=NC2)C(=O)NC)=O 5-(4-((5,7-dioxo-4,5,6,7-tetrahydrothiazolo[4,5-d]pyrimidin-2-yl)methyl)piperazin-1-yl)-N-methylpicolinamide